NC1=C2C(=NC=N1)N(N=C2C2=CC=C(C=C2)C(C(=O)NC2=CC(=NN2C2=CC=C(C=C2)C)C(C)(C)C)O)C 2-(4-[4-amino-1-methyl-1H-pyrazolo[3,4-d]pyrimidin-3-yl]phenyl)-N-[3-tert-butyl-1-(4-methylphenyl)-1H-pyrazol-5-yl]-2-hydroxyacetamide